2-((1r,4r)-4-(2-(4-chloro-1H-pyrazol-3-yl)-6-(benzenesulfonyl)imidazo[4,5-d]Pyrrolo[2,3-b]Pyridin-1(6H)-yl)cyclohexyl)acetonitrile ClC=1C(=NNC1)C1=NC=2C(=C3C(=NC2)N(C=C3)S(=O)(=O)C3=CC=CC=C3)N1C1CCC(CC1)CC#N